ClC1=CC=C(C=C1)C=1OC(=CN1)CNC1=C2C(N(C(C2=CC=C1)=O)C1C(NC(CC1)=O)=O)=O (((2-(4-Chlorophenyl)oxazole-5-yl)methyl)amino)-2-(2,6-dioxopiperidin-3-yl)isoindole-1,3-dione